[N+](=O)([O-])C1=C(\C=C(\C(=O)OCC)/C(C)=O)C=CC=C1 (E)-ethyl 2-(2-nitrobenzylidene)-3-oxobutyrate